1-(4-bromophenyl)pent-4-en-1-one O-methyloxime CON=C(CCC=C)C1=CC=C(C=C1)Br